NC1=NC=CC(=C1CN1CCC(CC1)O)OC1=C(C=C(C=C1)NC(=O)C=1C=NN(C1C(F)(F)F)C1=CC=CC=C1)F N-[4-[[2-amino-3-[(4-hydroxy-1-piperidyl)methyl]-4-pyridyl]oxy]-3-fluoro-phenyl]-1-phenyl-5-(trifluoromethyl)pyrazole-4-carboxamide